CCCCC(CCCCCCCCCCCCC)O 5-octadecanol